[K].[Au]C#N aurous cyanide potassium